Ethyl (E)-4-[4-(7-chloro-2-methoxymethyl-10,11-dihydro-dibenzo[b,f]azepin-5-yl)-butylamino]-but-2-enoate ClC1=CC2=C(CCC3=C(N2CCCCNC/C=C/C(=O)OCC)C=CC(=C3)COC)C=C1